4-(9-methyl-8-(pyridin-4-yl)-2-(4-(pyridin-4-yl)-1H-pyrazol-1-yl)-9H-purin-6-yl)morpholine CN1C2=NC(=NC(=C2N=C1C1=CC=NC=C1)N1CCOCC1)N1N=CC(=C1)C1=CC=NC=C1